8-((2S,4S,SR)-5-Ethyl-4-((5-isopropoxypyridin-2-yl)oxy)-2-methylpiperidin-1-yl)-5-methyl-6-oxo-5,6-dihydro-1,5-naphthyridin-2-carbonitril C(C)[C@@H]1[C@H](C[C@@H](N(C1)C1=CC(N(C=2C=CC(=NC12)C#N)C)=O)C)OC1=NC=C(C=C1)OC(C)C |&1:2|